N-lauroyl-tryptophan sodium [Na].C(CCCCCCCCCCC)(=O)N[C@@H](CC1=CNC2=CC=CC=C12)C(=O)O